(3,5-di-tert-butyl-4-hydroxybenzyl)-s-triazine-2,4,6(1h,3h,5h)-trione C(C)(C)(C)C=1C=C(CN2C(NC(NC2=O)=O)=O)C=C(C1O)C(C)(C)C